(((1-(5-(3-chloro-4-(cyclopentyloxy) phenyl)-1,2,4-oxadiazol-3-yl)-1H-indol-5-yl) methyl) amino) propanoate C(CC)(=O)ONCC=1C=C2C=CN(C2=CC1)C1=NOC(=N1)C1=CC(=C(C=C1)OC1CCCC1)Cl